C(=O)O.NCCC(=O)N=[S@@](=O)(C)C=1C=C(C=CC1)NC(C1=C(N=C(C(=C1C)C#N)C(F)(F)F)N1CCC(CCC1)(F)F)=O (R)-N-(3-(N-(3-aminopropanoyl)-S-methylsulfonimidoyl)phenyl)-5-cyano-2-(4,4-difluoroazepan-1-yl)-4-methyl-6-(trifluoromethyl)nicotinamide formate